butyl-ethyl-pentanediol C(CCC)C(C(O)(O)CC)CCC